BrC=1C=C(CN2C(=C(C3=C2N=CN(C3=N)C3CCC(CC3)O)C3=CC=CC=C3)C3=CC=CC=C3)C=CC1 (1r,4r)-4-(7-(3-bromobenzyl)-4-imino-5,6-diphenyl-4,7-dihydro-3H-pyrrolo[2,3-d]pyrimidin-3-yl)cyclohexan-1-ol